C(C)OC1=NC=CC=C1[C@H]1[C@@](C1)(C(=O)NS(=O)(=O)C=1C=2C=CC(=NC2C=CC1)C)C1=C(C=CC(=C1)C)OC (1R,2S)-2-(2-ethoxypyridin-3-yl)-1-(2-methoxy-5-methylphenyl)-N-(2-methylquinoline-5-sulfonyl)cyclopropane-1-carboxamide